OC[C@H]1CN(CC1)C=1C=C2C(=CC=NC2=CC1)C(=O)OC(C)(C)C tert-Butyl (R)-6-(3-(hydroxymethyl)pyrrolidin-1-yl)quinoline-4-carboxylate